N[C@H]1C(O[C@@H]([C@@H]([C@@H]1OCC1=CC=CC=C1)OCC1=CC=CC=C1)COCC1=CC=CC=C1)O[C@H](C(=O)OC)CC(=O)OC dimethyl (2S)-2-(((3R,4R,5R,6R)-3-amino-4,5-bis(benzyloxy)-6-((benzyloxy)methyl)tetrahydro-2H-pyran-2-yl)oxy)succinate